FC1=CC=C(C(=O)N2C3N(C(CC2)=O)C(C(N(C3)CC(CC)C)=O)C)C=C1 1-(4-fluorobenzoyl)-6-methyl-8-(2-methylbutyl)hexahydro-4H-pyrazino[1,2-a]pyrimidine-4,7(6H)-dione